(S)-2-(((S)-2-((S)-4-(difluoromethyl)-2-carbonyloxazolidin-3-yl)-5-methyl-5,6-dihydrobenzo[f]imidazo[1,2-d][1,4]oxazepin-9-yl)amino)propanamide FC([C@H]1N(C(OC1)=C=O)C=1N=C2N([C@H](COC3=C2C=CC(=C3)N[C@H](C(=O)N)C)C)C1)F